7-chloro-2',3',5',6'-tetrahydrospiro[indoline-3,4'-pyran]-2-one ClC=1C=CC=C2C1NC(C21CCOCC1)=O